methyl-5-((allyl-(tert-butoxycarbonyl)amino)methyl)-4-methoxymethyl-pyridine CC1=NC=C(C(=C1)COC)CN(C(=O)OC(C)(C)C)CC=C